((6'R,7a'S)-6'-fluorodihydro-1'H,3'H-spiro[cyclopropane-1,2'-pyrrolizin]-7a'(5'H)-yl)methanol F[C@H]1CN2CC3(C[C@]2(C1)CO)CC3